Bis(2-hydroxyethyl) phosphate P(=O)(OCCO)(OCCO)[O-]